(S)-5-bromo-3-(3-((tert-butyldimethylsilyl)oxy)-2,2-dimethylpropyl)-1-ethyl-2-(2-(1-methoxyethyl)-5-(4,4,5,5-tetramethyl-1,3,2-dioxaborolan-2-yl)pyridin-3-yl)-1H-indole BrC=1C=C2C(=C(N(C2=CC1)CC)C=1C(=NC=C(C1)B1OC(C(O1)(C)C)(C)C)[C@H](C)OC)CC(CO[Si](C)(C)C(C)(C)C)(C)C